FC1=C(C=CC=2N(C=NC21)COCC[Si](C)(C)C)\C=N\[S@](=O)C(C)(C)C (R,E)-N-((4-Fluoro-1-((2-(trimethylsilyl)ethoxy)methyl)-1H-benzo[d]imidazol-5-yl)methylene)-2-methylpropane-2-sulfinamide